N-(3-hydroxypropyl)-4-methoxy-2-(4-(trifluoromethyl)phenyl)quinoline-7-carboxamide OCCCNC(=O)C1=CC=C2C(=CC(=NC2=C1)C1=CC=C(C=C1)C(F)(F)F)OC